2-ACETAMIDOACRYLIC ACID C(C)(=O)NC(C(=O)O)=C